C[Si](O[Si](O[Si](C)(O[Si](C)(C)C)O[Si](C)(C)C)(O[Si](C)(O[Si](C)(C)C)O[Si](C)(C)C)C=CC1=CC=CC=C1)(O[Si](C)(C)C)O[Si](C)(C)C tris[methylbis(trimethylsiloxy)siloxy]silylstyrene